magnesium hydroxy naphthoate C1(=CC=CC2=CC=CC=C12)C(=O)OO.[Mg]